C(C)(=O)N1CCC(CC1)C(=O)N1CCC(CC1)OC=1C=CC=C2C(=NN(C12)C)C1C(NC(CC1)=O)=O 3-(7-((1-(1-acetylpiperidine-4-carbonyl)piperidin-4-yl)oxy)-1-methyl-1H-indazol-3-yl)piperidine-2,6-dione